NC(C[C@@H](C#C)NC(=O)[C@H]1N(CC2=NNC=C21)C(=O)C2(CC2)C2=CC=C(C=C2)OC(F)(F)F)=O (4S)-N-[(1S)-1-(2-Amino-2-oxo-ethyl)prop-2-ynyl]-5-[1-[4-(trifluoromethoxy)phenyl]-cyclopropanecarbonyl]-4,6-dihydro-2H-pyrrolo[3,4-c]pyrazole-4-carboxamide